4-((4-(Tert-butyl)benzyl)oxy)quinoline-2-carboxamide C(C)(C)(C)C1=CC=C(COC2=CC(=NC3=CC=CC=C23)C(=O)N)C=C1